C(C)C=1C=C(C=C(C1N1C(C=CC1=O)=O)C)C(=O)C1=CC(=C(C(=C1)C)N1C(C=CC1=O)=O)CC bis(3-ethyl-5-methyl-4-maleimidophenyl)methaneOne